(R)-N-(2-(quinolin-2-yl)-1-(m-tolyl)ethyl)acetamide N1=C(C=CC2=CC=CC=C12)C[C@H](C=1C=C(C=CC1)C)NC(C)=O